FC=1C=C(C=C2CC(CC12)CNCCC1CN(C(O1)=O)C1=NC2=C(OCC(N2)=O)N=C1)NC(CN(C1COC1)C)=O N-[7-fluoro-2-[[2-[2-oxo-3-(3-oxo-4H-pyrazino[2,3-b][1,4]oxazin-6-yl)oxazolidin-5-yl]ethylamino]methyl]indan-5-yl]-2-[methyl(oxetan-3-yl)amino]acetamide